sulfosilane potassium salt [K+].S(=O)(=O)([O-])[SiH3]